C1(CCCC1)[C@@H](C1=CC=C(O1)C(=O)N1CC2(C3=CC(=CC=C13)NS(=O)(=O)CCO)CCC1(CC2)CC1)O (S)-N-(1''-(5-(cyclopentyl(hydroxy)methyl)furan-2-carbonyl)dispiro[cyclopropane-1,1'-cyclohexane-4',3''-indolin]-5''-yl)-2-hydroxyethane-1-sulfonamide